FC([C@]1(CC[C@@H]2[C@H]3CC[C@@]4([C@H](CC[C@H]4[C@@H]3CC[C@@H]2C1)[C@H](C)[C@@H](COC)O)C)O)F (3R,5R,8R,9R,10S,13S,14S,17R)-3-(difluoromethyl)-17-((2S,3S)-3-hydroxy-4-methoxybutan-2-yl)-13-methylhexadecahydro-1H-cyclopenta[a]phenanthren-3-ol